6-(Difluoromethyl)-N-[2-[4-(hydroxymethyl)cyclohexyl]-7-isopropoxy-imidazo[1,2-a]pyridin-6-yl]pyridine-2-carboxamide FC(C1=CC=CC(=N1)C(=O)NC=1C(=CC=2N(C1)C=C(N2)C2CCC(CC2)CO)OC(C)C)F